9-octadecenyl-carboxylate C(CCCCCCCC=CCCCCCCCC)C(=O)[O-]